cerium diethylenetriamine pentamethylene phosphonate P1(OCCCCCO1)=O.NCCNCCN.[Ce]